CN(C(COCCCCCCCCCCC)CCCCCCCCCC=CCC=CCCCCC)C N,N-dimethyl-1-(undecyloxy)henicosa-12,15-dien-2-amine